(S)-N2-[1-(4-fluorophenyl)ethyl]-N4-(pyrazin-2-yl)-N6-(pyridin-4-ylmethyl)pyrimidine-2,4,6-triamine FC1=CC=C(C=C1)[C@H](C)NC1=NC(=CC(=N1)NC1=NC=CN=C1)NCC1=CC=NC=C1